(E)-5-bromo-2-fluoro-4-methoxybenzaldehyde oxime BrC=1C(=CC(=C(/C=N/O)C1)F)OC